3,9-Dibenzyl-2,4,8,10-tetraoxa-3,9-diphosphaspiro[5.5]undecane 3,9-dioxide C(C1=CC=CC=C1)P1(OCC2(CO1)COP(OC2)(CC2=CC=CC=C2)=O)=O